Methyl (2S)-2-((S)-2-((((3-chlorobenzyl)oxy)carbonyl)amino)-3-phenylpropanamido)-3-(2-oxopyrrolidin-3-yl)propanoate ClC=1C=C(COC(=O)N[C@H](C(=O)N[C@H](C(=O)OC)CC2C(NCC2)=O)CC2=CC=CC=C2)C=CC1